(R)-5-chloro-2-(4,4-difluoroazepan-1-yl)-N-(4-fluoro-3-(methylsulfinyl)phenyl)-4-(trifluoromethyl)benzamide ClC=1C(=CC(=C(C(=O)NC2=CC(=C(C=C2)F)[S@](=O)C)C1)N1CCC(CCC1)(F)F)C(F)(F)F